C1(=CC=C(C=C1)OS(=O)(=O)C(F)(F)F)C1=CC=CC=C1 4-biphenylyl-trifluoromethanesulfonic acid